CC1=C(C(=O)NC2=CC=C(C3=CC=CC=C23)S(=O)(=O)NC(C)C=2C=C(C=CC2)NC(OC(C)(C)C)=O)C=CC=C1 tert-butyl (3-(1-(4-(2-methylbenzamido) naphthalene-1-sulfonamido)ethyl) phenyl)carbamate